CN1N=C2C(CN(C=3C(=CC=CC23)NC2=CC(=NC=C2C(=O)NC([2H])([2H])[2H])NC(=O)C2CN(C2)C)C)=C1 4-((2,5-dimethyl-4,5-dihydro-2H-pyrazolo[4,3-c]quinolin-6-yl)amino)-N-(methyl-d3)-6-(1-methylazetidine-3-carboxamido)nicotinamide